BrCC(=O)C=1C=NC(=CC1)C(C)(F)F 2-bromo-1-(6-(1,1-difluoroethyl)pyridin-3-yl)ethan-1-one